N1C=NC(C1)=O Imidazol-4(5H)-one